C(C)(C)(C)OC(C1=C(C(=CC=C1)CC(B1OC2(C3C(C(CC2O1)C3)(C)C)C)NC(CC3CCC(CC3)CNC(=O)OCC3=CC=CC=C3)=O)OC)=O 3-[2-{2-[4-(Benzyloxycarbonylamino-methyl)-cyclohexyl]-acetylamino}-2-(2,9,9-trimethyl-3,5-dioxa-4-bora-tricyclo[6.1.1.02,6]dec-4-yl)-ethyl]-2-methoxy-benzoic acid tert-butyl ester